5-[[4-chloro-2-[(2-hydroxyethylamino)methyl]-5-(4-phenylindan-1-yl)oxy-phenoxy]methyl]pyridine-3-carbonitrile ClC1=CC(=C(OCC=2C=C(C=NC2)C#N)C=C1OC1CCC2=C(C=CC=C12)C1=CC=CC=C1)CNCCO